NC1=C(SC=2C1=C1C=CC(=NC1=CC2)OS(=O)(=O)C2=CC=C(C)C=C2)C(=O)OC methyl 1-amino-7-(tosyloxy)thieno[3,2-f]quinoline-2-carboxylate